CC1=CC=C(C=C1)S(=O)(=O)C1=C(C=CC2=CC=CC=C12)O 1-(p-toluenesulfonyl)-2-naphthol